C12COCC(N1C=1SC3=C(N1)C=CC(=C3C(=O)NC3=C(C=C(C(=C3)F)C)C(NC31COC(C3)(C1)C(F)(F)F)=O)OC)C2 2-(3-Oxa-6-azabicyclo[3.1.1]heptan-6-yl)-N-(5-fluoro-4-methyl-2-((1-(trifluoromethyl)-2-oxabicyclo[2.1.1]hexan-4-yl)carbamoyl)phenyl)-6-methoxybenzo[d]thiazole-7-carboxamide